1-cyclopropyl-N-(2-(2,6-dioxopiperidin-3-yl)-1-oxoisoindolin-5-yl)-1H-pyrazolo[3,4-d]pyrimidine-6-carboxamide C1(CC1)N1N=CC=2C1=NC(=NC2)C(=O)NC=2C=C1CN(C(C1=CC2)=O)C2C(NC(CC2)=O)=O